(R)-(5-((2-amino-2-(fluoromethyl)-4-methylpentyl)oxy)-6-(difluoromethyl)-[2,4'-bipyridinyl]-2'-yl)carbamic acid methyl ester COC(NC1=NC=CC(=C1)C1=NC(=C(C=C1)OC[C@](CC(C)C)(CF)N)C(F)F)=O